trans-N-(3-cyclopropoxycyclobutyl)-6-((5-methyl-3-(6-methylpyridin-3-yl)isoxazol-4-yl)methoxy)pyridazine-3-carboxamide C1(CC1)O[C@@H]1C[C@H](C1)NC(=O)C=1N=NC(=CC1)OCC=1C(=NOC1C)C=1C=NC(=CC1)C